2-bromo-N-(4-cyano-3-methylphenyl)-2-methylpropanamide BrC(C(=O)NC1=CC(=C(C=C1)C#N)C)(C)C